(6-methyl-1-(tetrahydro-2H-pyran-2-yl)-5-(2,2,2-trifluoroethoxy)-1H-indazol-4-yl)boronic acid CC1=C(C(=C2C=NN(C2=C1)C1OCCCC1)B(O)O)OCC(F)(F)F